(2S,4R)-4-fluoro-N-[(R)-[3-fluoro-4-(propan-2-yl)phenyl](3-fluorophenyl)methyl]-1-[2-(1H-1,2,3-triazol-5-yl)acetyl]pyrrolidine-2-carboxamide F[C@@H]1C[C@H](N(C1)C(CC1=CN=NN1)=O)C(=O)N[C@H](C1=CC(=CC=C1)F)C1=CC(=C(C=C1)C(C)C)F